(S)-4-(1-(6-(1-amino-1,3-dihydro-spiro[indene-2,4'-piperidin]-1'-yl)-4-oxo-4,5-dihydro-1H-pyrazolo[3,4-d]pyrimidin-3-yl)vinyl)pyridineamide N[C@@H]1C2=CC=CC=C2CC12CCN(CC2)C=2NC(C1=C(N2)NN=C1C(=C)C1=CC(=NC=C1)C(=O)N)=O